FC1=C(C(=O)N[C@H](C(=O)OC)CC=2C=NC(=CC2)N2C(N(C3=C(C2=O)C=CN=C3)C)=O)C(=CC(=C1)N[C@@H](C(F)(F)F)CC)F methyl (S)-2-(2,6-difluoro-4-(((R)-1,1,1-trifluorobutan-2-yl)amino)benzamido)-3-(6-(1-methyl-2,4-dioxo-1,4-dihydropyrido[3,4-d]pyrimidin-3(2H)-yl)pyridin-3-yl)propanoate